BrC=1C=CC(=C(C1)C(O)([2H])[2H])I (5-bromo-2-iodophenyl)methan-d2-ol